C(C1=CC=CC=C1)OC=1C(=CC=C2C[C@@H]3[C@]4([C@](CCN(CC4)C(CC4=NC=CC=C4)=O)(C12)CCN3CC3CC3)O)C#N (5aS,6R,11bR)-11-(benzyloxy)-14-(cyclopropylmethyl)-5a-hydroxy-3-(2-(pyridin-2-yl)acetyl)-1,2,3,4,5,5a,6,7-octahydro-6,11b-(epiminoethano)naphtho[1,2-d]azepine-10-carbonitrile